(4-methylpentyl)magnesium bromide CC(CCC[Mg]Br)C